CC1(CC(=NC=C1)C1=NC=CC=C1)C=O 4-methyl-2,2'-bipyridine-4-carbaldehyde